N10-propargyl-5,8-dideazafolic acid C(C#C)N(C1=CC=C(C(N[C@@H](CCC(=O)O)C(=O)O)=O)C=C1)CC1=CC=C2N=C(N)NC(=O)C2=C1